(3-hydroxybutan-2-yl) ethanethioate C(C)(OC(C)C(C)O)=S